5-fluoro-N-(4-((methylsulfonyl)methyl)pyridin-2-yl)pyridin-2-amine FC=1C=CC(=NC1)NC1=NC=CC(=C1)CS(=O)(=O)C